ClC=1C=C(C=C(C1)Cl)[C@H](CC(=O)O)NC(=O)C=1C(=NN(C1)CCC1=NC=2NCCCC2C=C1)C(F)(F)F (S)-3-(3,5-dichlorophenyl)-3-(1-(2-(5,6,7,8-tetrahydro-1,8-naphthyridin-2-yl)ethyl)-3-(trifluoromethyl)-1H-pyrazole-4-carboxamido)propionic acid